1-bromo-3-fluoro-8-methoxy-5,6,7,8-tetrahydronaphthalene-2-carbaldehyde BrC1=C(C(=CC=2CCCC(C12)OC)F)C=O